C(CCC)C1=CC=C(C=C1)NN 4-butylphenylhydrazine